C(C)NC1=C(C=C(C=C1SC1=C(C=CC=C1)F)SC1=C(C=CC=C1)F)SC1=C(C=CC=C1)F N-ethyl-2,4,6-tris((2-fluorophenyl)thio)aniline